C1(=CC=CC=C1)P(O)(O)(O)C(C1=C(C=C(C=C1C)C)C)=O phenyl-2,4,6-trimethylbenzoyl-phosphorous acid